(9Z,9'Z,12Z,12'Z)-((5-(3-(piperidin-1-yl)propyl)-1,3-phenylene)bis(oxy))bis(butane-4,1-diyl)bis(octadeca-9,12-dienoate) N1(CCCCC1)CCCC=1C=C(C=C(C1)OCCCCCCCCC\C=C/C\C=C/CCCCCCCC(=O)[O-])OCCCCCCCCC\C=C/C\C=C/CCCCCCCC(=O)[O-]